Trichloroaluminium Cl[Al](Cl)Cl